Ethyl 4,8-dichloro-1,5-naphthyridine-3-carboxylate ClC1=C(C=NC2=C(C=CN=C12)Cl)C(=O)OCC